BrC1=NN(C=C1CC=1C=NN(C1)CC1CC1)C(F)F 3-bromo-4-((1-(cyclopropylmethyl)-1H-pyrazol-4-yl)methyl)-1-(difluoromethyl)-1H-pyrazole